(4-(4-(benzo[d]thiazol-5-yloxy)quinolin-6-yl)-3-fluorophenyl)(2-oxa-6-azaspiro[3.3]heptan-6-yl)methanone S1C=NC2=C1C=CC(=C2)OC2=CC=NC1=CC=C(C=C21)C2=C(C=C(C=C2)C(=O)N2CC1(COC1)C2)F